OC1=CC=C(C=C1)C=1C2=CC=C(N2)C(=C2C=CC(C(=C3C=CC(=C(C=4C=CC1N4)C4=CC=C(C=C4)Cl)N3)C3=CC=C(C=C3)Cl)=N2)C2=CC=C(C=C2)Cl 5-(4-hydroxyphenyl)-10,15,20-tri(4-chlorophenyl)porphyrin